ClCC(=O)N(C)C1=CC2=C(OC(O2)(F)F)C=C1 2-chloro-N-(2,2-difluorobenzo[d][1,3]dioxol-5-yl)-N-methylacetamide